C[C@@H]1CC[C@H]([C@@H](C1)C(CCO)O)C(=C)C ((1r,2r,5r)-5-methyl-2-(prop-1-en-2-yl)cyclohexyl)propane-1,3-diol